5-(2-Isopropyl-4,5-dimethoxy-benzyl)-N*4*-isoxazol-5-ylmethyl-pyrimidine-2,4-diamine C(C)(C)C1=C(CC=2C(=NC(=NC2)N)NCC2=CC=NO2)C=C(C(=C1)OC)OC